2-methyl-5-(2-hydroxyethylamino)phenol CC1=C(C=C(C=C1)NCCO)O